(3S)-3-[2-cyclobutylethyl-[(2S)-2-cyclopentyl-2-[9H-fluoren-9-ylmethoxycarbonyl(methyl)amino]acetyl]amino]-4-morpholino-4-oxo-butanoic acid C1(CCC1)CCN([C@@H](CC(=O)O)C(=O)N1CCOCC1)C([C@@H](N(C)C(=O)OCC1C2=CC=CC=C2C=2C=CC=CC12)C1CCCC1)=O